2-[3-Chloro-5-[(7R)-6-(2-chloro-3-methoxy-benzoyl)-2,7-dimethyl-5,7-dihydro-4H-pyrazolo[3,4-c]pyridin-3-yl]phenyl]acetamide ClC=1C=C(C=C(C1)C=1N(N=C2[C@H](N(CCC21)C(C2=C(C(=CC=C2)OC)Cl)=O)C)C)CC(=O)N